N-[(3,3-difluorocyclobutyl)methyl]-1-[6-[[1-(1H-indazol-4-yl)triazol-4-yl]methyl]-1H-indol-2-yl]methylamine FC1(CC(C1)CNCC=1NC2=CC(=CC=C2C1)CC=1N=NN(C1)C1=C2C=NNC2=CC=C1)F